FC(OC=1C=C(C=C(C1)F)NC(OC1CN(C1)C1=CC(=C(C(=C1)F)C1C(NC(CC1)=O)=O)F)=O)F 1-(4-(2,6-dioxopiperidin-3-yl)-3,5-difluorophenyl)azetidin-3-yl (3-(difluoromethoxy)-5-fluorophenyl)carbamate